4-N-benzoyl-2',5'-bis-O-(t-butyldimethylsilyl)cytidine C(C1=CC=CC=C1)(=O)NC1=NC(N([C@H]2[C@H](O[Si](C)(C)C(C)(C)C)[C@H](O)[C@@H](CO[Si](C)(C)C(C)(C)C)O2)C=C1)=O